1,3,5-benzenetricarboxylic acid tris(4-n-pentylcyclohexylamide) C(CCCC)C1CCC(CC1)NC(=O)C1=CC(=CC(=C1)C(=O)NC1CCC(CC1)CCCCC)C(=O)NC1CCC(CC1)CCCCC